C(CCCCCCC\C=C/CCCC)(=O)OCCCCCCCCCCCCCCCCCCCCCCCCCCCCCCCCCCCCCCC nonatriacontyl myristoleate